3-((4-methoxyphenyl)sulfonyl)-N-methyl-4-(methylamino)quinoline-6-carboxamide COC1=CC=C(C=C1)S(=O)(=O)C=1C=NC2=CC=C(C=C2C1NC)C(=O)NC